COC([C@@H](CC)N1C(C[C@H](C1)CCC)=O)=O |&1:3| racemic-(2RS)-2-[(4R)-2-oxo-4-propyl-pyrrolidin-1-yl]butyric acid methyl ester